(R)-N-(3-(1-((2-Amino-5-chloropyridin-3-yl)oxy)ethyl)phenyl)-5-methylnicotinamid NC1=NC=C(C=C1O[C@H](C)C=1C=C(C=CC1)NC(C1=CN=CC(=C1)C)=O)Cl